[Cd].[W]=O tungsten oxide cadmium